(R)-1-(3-(2-(tert-butoxy)-2-oxoethoxy)phenyl)-3-(2,4,5-trimethoxyphenyl)propyl (S)-1-(4-(acryloyloxy)-3,3-dimethyl-2-oxobutanoyl)piperidine-2-carboxylate C(C=C)(=O)OCC(C(C(=O)N1[C@@H](CCCC1)C(=O)O[C@H](CCC1=C(C=C(C(=C1)OC)OC)OC)C1=CC(=CC=C1)OCC(=O)OC(C)(C)C)=O)(C)C